(R)-2-(difluoromethyl)-2H-1,2,3-triazole FC(N1N=CC=N1)F